tert-butyl (2R,4R)-2-(((S)-1-((4-cyanobenzyl)amino)-1-oxopropan-2-yl)carbamoyl)-4-phenylpyrrolidine-1-carboxylate C(#N)C1=CC=C(CNC([C@H](C)NC(=O)[C@@H]2N(C[C@H](C2)C2=CC=CC=C2)C(=O)OC(C)(C)C)=O)C=C1